C1(=CC=C(C=C1)S(=O)(=O)[O-])C1=CC=C(C=C1)S(=O)(=O)[O-].[Na+].[Na+] sodium 4,4'-biphenyl-disulfonate